(5-((4-(3-Bromo-5-(trifluoromethyl)phenyl)piperazin-1-yl)sulfonyl)indolin-1-yl)ethan-1-one BrC=1C=C(C=C(C1)C(F)(F)F)N1CCN(CC1)S(=O)(=O)C=1C=C2CCN(C2=CC1)C(C)=O